Dimethyl (3R,10bR)-6-bromo-3-(2,5-dioxopyrrolidin-1-yl)-2,3-dihydropyrrolo[2,1-a]isoquinoline-1,1(10bH)-dicarboxylate BrC1=CN2[C@H](C3=CC=CC=C13)C(C[C@H]2N2C(CCC2=O)=O)(C(=O)OC)C(=O)OC